OC[C@@]1([C@H]([C@@H]([C@H]([C@H](C1)NCCCCCCCCCOC)O)O)O)O (1S,2S,3R,4S,5S)-1-(hydroxymethyl)-5-((9-methoxynonyl)amino)cyclohexane-1,2,3,4-tetraol